benzyl N-[5-[(tert-butoxycarbonyl) amino]oxan-3-yl]carbamate C(C)(C)(C)OC(=O)NC1CC(COC1)NC(OCC1=CC=CC=C1)=O